NCCCNCC1=CC=C(C(=O)NC2=CC=C(C=C2)S(=O)(=O)N2CCN(CC2)C2=NC(=CC(=C2)C(F)(F)F)OC2CC2)C=C1 4-[(3-aminopropylamino)methyl]-N-[4-[4-[6-(cyclopropyloxy)-4-(trifluoromethyl)-2-pyridinyl]piperazin-1-yl]sulfonylphenyl]benzamide